5-bromo-2-(4-(pyridin-2-ylmethyl)piperidin-1-yl)pyridine 2-ethylbutyl-((((S)-1-(neopentyloxy)-1-oxopropan-2-yl)amino)(4-nitrophenoxy)phosphoryl)-L-alaninate C(C)C(CN([C@@H](C)C(=O)O)P(=O)(OC1=CC=C(C=C1)[N+](=O)[O-])N[C@H](C(=O)OCC(C)(C)C)C)CC.BrC=1C=CC(=NC1)N1CCC(CC1)CC1=NC=CC=C1